C(C)P(C(C)(C)C)C(C)(C)C ethyl-di-tert-butylphosphorus